COC1=NC(=CC=C1[C@@H]1[C@@H](O[C@@]([C@@H]1C)(C(F)(F)F)C)C(=O)NC1=CC(=NC=C1)C(=O)N)C(F)(F)F (2R,3R,4R,5S)-4-[[3-[2-Methoxy-6-(trifluoromethyl)-3-pyridyl]-4,5-dimethyl-5-(trifluoromethyl)tetrahydrofuran-2-carbonyl]amino]pyridin-2-carboxamid